N-(5-hydroxypyridin-2-yl)-4-(1-methyl-1H-pyrazol-4-yl)piperazine-1-carboxamide OC=1C=CC(=NC1)NC(=O)N1CCN(CC1)C=1C=NN(C1)C